N[C@@H]1C2=CC(=CC=C2CC12CCN(CC2)C2=NC=C(C(N2C)=O)C2=CC=C(C=C2)OCC2=CC=CC=C2)NC (S)-2-(1-amino-6-(methylamino)-1,3-dihydrospiro[indene-2,4'-piperidin]-1'-yl)-5-(4-(benzyloxy)phenyl)-3-methylpyrimidin-4(3H)-one